ethyl (S)-5-(3-(tert-butoxy)-2-((tert-butoxycarbonyl)amino)-3-oxopropyl)imidazo[1,2-a]pyridine-2-carboxylate C(C)(C)(C)OC([C@H](CC1=CC=CC=2N1C=C(N2)C(=O)OCC)NC(=O)OC(C)(C)C)=O